5-(2-Aminoethoxy)-N-((1s,4s)-4-((7-morpholino-1,6-naphthyridin-5-yl)oxy)cyclohexyl)pyrimidin-2-amine NCCOC=1C=NC(=NC1)NC1CCC(CC1)OC1=C2C=CC=NC2=CC(=N1)N1CCOCC1